(5R,6S,8R)-8-[(1S,2R)-7-(dimethylaminosulfonyl)-2-fluoro-1-hydroxy-4-indanyl]-3,5,6-trifluoro-5,6,7,8-tetrahydro-1-naphthonitrile CN(S(=O)(=O)C=1C=CC(=C2C[C@H]([C@H](C12)O)F)[C@H]1C[C@@H]([C@@H](C=2C=C(C=C(C12)C#N)F)F)F)C